C1OCC12CC(C2)OC2=C(C=C(C=C2)F)C2CCN(CC2)[C@@H]2COC1(CN(C1)C#N)C2 (S)-7-(4-(2-((2-oxaspiro[3.3]heptan-6-yl)oxy)-5-fluorophenyl)piperidin-1-yl)-5-oxa-2-azaspiro[3.4]octane-2-carbonitrile